CN1C(CCC2=CC(=NC=C12)C=1C=NC=CC1)=O 1-Methyl-6-pyridin-3-yl-3,4-dihydro-1H-[1,7]naphthyridin-2-on